(±)-N-((RS)-cyclopropyl-(3-(trifluoromethyl)phenyl)methyl)-2-methylpropane-2-sulfinamide C1(CC1)[C@@H](N[S@](=O)C(C)(C)C)C1=CC(=CC=C1)C(F)(F)F |r|